3-(4-(5-(difluoromethyl)-1,3,4-oxadiazol-2-yl)-2-fluorobenzyl)-1-(1-methylpiperidin-4-yl)-5-(4-(trifluoromethyl)phenyl)-1,3-dihydro-2H-benzo[d]imidazol-2-one FC(C1=NN=C(O1)C1=CC(=C(CN2C(N(C3=C2C=C(C=C3)C3=CC=C(C=C3)C(F)(F)F)C3CCN(CC3)C)=O)C=C1)F)F